C(CCC(=O)[O-])(=O)OC\C=C(/C)\CCC[C@H](C)CCC[C@H](C)CCCC(C)C phytyl monosuccinate